[C@H]12N(C[C@H](NC1)CC2)C(C(C)C)=O 1-((1R,4R)-2,5-diazabicyclo[2.2.2]octan-2-yl)-2-methylpropan-1-one